C(C=C)OC1=C(C=O)C(=CC=C1)C(C)(C)C 2-allyloxy-6-t-butylbenzaldehyde